Benzyl 4-[[3-[[2-(2,6-dioxo-3-piperidyl)-1,3-dioxo-isoindolin-4-yl]amino]cyclobutoxy] methyl]piperidine-1-carboxylate O=C1NC(CCC1N1C(C2=CC=CC(=C2C1=O)NC1CC(C1)OCC1CCN(CC1)C(=O)OCC1=CC=CC=C1)=O)=O